1-{3-[(1H-Imidazol-2-yl)methoxy]-4-phenoxyphenyl}-3-(3-methylphenyl)-1,3,5-triazinan-2,4,6-trion N1C(=NC=C1)COC=1C=C(C=CC1OC1=CC=CC=C1)N1C(N(C(NC1=O)=O)C1=CC(=CC=C1)C)=O